4-[1-(4-Chloro-phenyl)-1H-[1,2,3]triazol-4-yl]-piperidine ClC1=CC=C(C=C1)N1N=NC(=C1)C1CCNCC1